C(C)[C@@]1(C2=C(NC=3N=CC(=CC13)C(F)(F)F)CC(CC2=O)(C)C)C2=CC=CC=C2 (R)-5-ethyl-8,8-dimethyl-5-phenyl-3-(trifluoromethyl)-5,8,9,10-tetrahydrobenzo[b][1,8]naphthyridin-6(7H)-one